(2S,3R)-3-((2-amino-6-methylpyridin-4-yl)methyl)-N2-(1-methyl-1H-pyrazol-3-yl)-N1-((R)-1-(3-chlorophenyl)propyl)-N2-methyl-4-oxoazetidine-1,2-dicarboxamide NC1=NC(=CC(=C1)C[C@@H]1[C@H](N(C1=O)C(=O)N[C@H](CC)C1=CC(=CC=C1)Cl)C(=O)N(C)C1=NN(C=C1)C)C